O1C2=C(OCC1)C=C(C=C2)O[C@@H]2[C@@H](CN(CC2)C=2C(=CC=1N(N2)C(C=CN1)=O)C)F 7-((3R,4S)-4-((2,3-dihydrobenzo[b][1,4]dioxin-6-yl)oxy)-3-fluoropiperidin-1-yl)-8-methyl-4H-pyrimido[1,2-b]pyridazin-4-one